FC1=CC=C(OC2=C(C=C(C=C2)NC(C)=O)C=2C3=C(C(N(C2)C)=O)N(C=C3)S(=O)(=O)C3=CC=C(C)C=C3)C=C1 N-(4-(4-Fluorophenoxy)-3-(6-methyl-7-oxo-6,7-dihydro-1-tosyl-1H-pyrrolo[2,3-c]pyridin-4-yl)phenyl)acetamide